trans-3-methoxycyclobutane-1-carboxylic acid CO[C@@H]1C[C@H](C1)C(=O)O